trimethyl-(trifluoroacetoxy)silane C[Si](OC(C(F)(F)F)=O)(C)C